tert-butyl (2s,4s)-2-[(3-chloro-4-fluorophenyl) (methyl) carbamoyl]-4-cyanopyrrolidine-1-carboxylate ClC=1C=C(C=CC1F)N(C(=O)[C@H]1N(C[C@H](C1)C#N)C(=O)OC(C)(C)C)C